C(C1=CC=CC=C1)OC=1C=NC(=NC1)Cl 5-(benzyloxy)-2-chloropyrimidine